N[C@@H](CCC(=O)O)C(=O)NO glutamylhydroxylamine